C(#N)C(C)(C)N1C=NC(=C1)C(=O)NCC1=NC=C2C=CC(=NC2=C1)C1=CC=CC=C1 1-(2-cyanopropan-2-yl)-N-((2-phenyl-1,6-naphthyridin-7-yl)methyl)-1H-imidazole-4-carboxamide